1-N-ethyl-4-hydrazino-1H-pyrazolo[3,4-d]pyrimidine C(C)N1N=CC=2C1=NC=NC2NN